1-(Difluoro(methylthio)methoxy)decane FC(OCCCCCCCCCC)(SC)F